NC=1C=C2CCNC(C2=CC1OC)=O 6-amino-7-methoxy-3,4-dihydro-2H-isoquinolin-1-one